3-(Bromomethyl)-5-(methylsulfonyl)pyridine BrCC=1C=NC=C(C1)S(=O)(=O)C